C(C1=CC=CC=C1)N1C(C(=CC(=C1)C(=O)N[C@H]1[C@@H](C1)CCN1CCOCC1)C(=O)NC)=O |r| (+/-)-1-benzyl-N3-methyl-N5-((trans)-2-(2-morpholinoethyl)cyclopropyl)-2-oxo-1,2-dihydropyridine-3,5-dicarboxamide